[N+](=O)([O-])C1=NN(C=C1)CCO 2-(3-nitropyrazol-1-yl)ethanol